C(C)(C)(C)OC1=CC=C(C=C1)C[C@@H](C(=O)N[C@H](C(=O)N[C@H](C(=O)O)CCC(F)(F)F)[C@H](CC)C)NC(=O)[C@H]1OCCC1 (S)-2-((2S,3S)-2-((S)-3-(4-(tert-butoxy)phenyl)-2-((S)-tetrahydrofuran-2-carboxamido)propanamido)-3-methylpentanamido)-5,5,5-trifluoropentanoic acid